COCC(=O)O.C(C=C)N1CN(C=C1)CC=C 1,3-diallylimidazole methoxyacetate